O=C1NC2(NC1)C(C(CC2)CC(=O)OC)CCCCC methyl 2-(2-oxo-6-pentyl-1,4-diazaspiro[4.4]nonan-7-yl)acetate